C1=CC=CC=2C3=CC=CC=C3N(C12)C=1C(=C(C=C(C1)C)N(C1=C(C=CC=C1)C1=CC(=CC(=C1)C)C(C)(C)C)CCN(C)C)O 2'-((3-(9H-carbazol-9-yl)-2-hydroxy-5-methylphenyl)(2-(dimethylamino)ethyl)amino)-3-(tert-butyl)-5-methyl-[1,1'-biphenyl]